ClC=1C=C(C=CC1OC(F)F)NC1=NC=NC2=CC(=C(C=C12)C1(CN(C1)C(=O)OC(C)(C)C)C)OC tert-butyl 3-(4-((3-chloro-4-(difluoromethoxy)phenyl)amino)-7-methoxyquinazolin-6-yl)-3-methylazetidine-1-carboxylate